5'-Deoxy-5'-(Methylthio)Adenosine CSC[C@@H]1[C@H]([C@H]([C@@H](O1)N1C=NC=2C(N)=NC=NC12)O)O